N,2-dimethylpropionamide CNC(C(C)C)=O